bis(2,5-dimethyl-2,4-cyclopentadienyl)dimethoxysilane CC=1C(C(=CC1)C)[Si](OC)(OC)C1C(=CC=C1C)C